(2S,6R)-4-(3-bromo-2-methylimidazo[1,2-b]pyridazin-6-yl)-2,6-dimethylmorpholine BrC1=C(N=C2N1N=C(C=C2)N2C[C@@H](O[C@@H](C2)C)C)C